O1CCOC2=C1C=CC(=C2)C2=C(C(=O)N)C=CC=C2 (2,3-dihydro-1,4-benzodioxin-6-yl)benzamide